2-(6-bromopyridin-2-yl)acetonitrile BrC1=CC=CC(=N1)CC#N